ClC1=CC=C(C=C1)C=1N=C2N(C=CC=C2)C1CN1CC2COCC(C1)N2C(=O)C2=CC(=CC=C2)OC (7-{[2-(4-Chlorophenyl)imidazo[1,2-a]pyridin-3-yl]methyl}-3-oxa-7,9-diazabicyclo[3.3.1]non-9-yl)(3-methoxyphenyl)methanon